ClC=1N=C2C(=C(C(N(C2=CC1)C)=O)C#N)N(C)[C@@H]1CC[C@H](CC1)N(C1=NC=C(C=C1)OC)C1CC1 trans-6-chloro-4-((4-(cyclopropyl(5-methoxypyridin-2-yl)amino)cyclohexyl)(methyl)amino)-1-methyl-2-oxo-1,2-dihydro-1,5-naphthyridine-3-carbonitrile